{6-amino-2-bromo-3-methoxy-4-[(2,2,2-trifluoroethyl)amino]phenyl}(2-chloro-5-fluorophenyl)methanone NC1=CC(=C(C(=C1C(=O)C1=C(C=CC(=C1)F)Cl)Br)OC)NCC(F)(F)F